NC1(CCOCC1)C(=O)O 4-amino-tetrahydropyran-4-carboxylic acid